2-(trifluoromethyl)-8-(4-(trifluoromethyl)phenyl)imidazo[1,2-a]pyrazine-6-carbonitrile FC(C=1N=C2N(C=C(N=C2C2=CC=C(C=C2)C(F)(F)F)C#N)C1)(F)F